(1s,1R,4S)-4-(3-(3,4-dihydro-1,5-naphthyridin-1(2H)-yl)-1H-pyrazolo[3,4-b]pyrazin-6-yl)-1',3'-dihydrospiro[cyclohexane-1,2'-inden]-1'-amine hydrochloride Cl.N1(CCCC2=NC=CC=C12)C1=NNC2=NC(=CN=C21)C2CCC1(C(C3=CC=CC=C3C1)N)CC2